(1S,3s)-1-(2-oxa-5-azabicyclo[2.2.2]oct-5-yl)-3-(6-bromo-3,3-dimethyl-2-oxo-2,3-dihydro-1H-pyrrolo[3,2-b]pyridin-1-yl)cyclobutane-1-carbonitrile [C@@H]12OCC(N(C1)C1(CC(C1)N1C(C(C3=NC=C(C=C31)Br)(C)C)=O)C#N)CC2